BrCC1=C(C=CC=C1)F 1-(bromomethyl)-2-fluoro-benzene